6-bromo-1'-methyl-2H-spiro[benzofuran-3,4'-imidazolidine]-2',5'-dione BrC1=CC2=C(C=C1)C1(NC(N(C1=O)C)=O)CO2